FC1=CC=C(C(=N1)C)OC=1N=NC(=C(C1C(=O)NC1=CC(=CC=C1)[S@](=SC)(=O)N)C)C(F)(F)F (R)-3-((6-fluoro-2-methylpyridin-3-yl)oxy)-5-methyl-N-(3-(S-methylamino-thiosulfonyl)phenyl)-6-(trifluoromethyl)pyridazine-4-carboxamide